(1-(2-(2-butoxyethoxy)ethoxy)prop-1-en-2-yl)benzene C(CCC)OCCOCCOC=C(C)C1=CC=CC=C1